CN1C=C(C=C(C1=O)C)C=1C=C2C(=NC(N(C2=CC1)CC)=O)C(COC1OCCCC1)(C1=CC=CC=C1)OC 6-(1,5-dimethyl-6-oxo-1,6-dihydropyridin-3-yl)-1-ethyl-4-(1-methoxy-1-phenyl-2-((tetrahydro-2H-pyran-2-yl)oxy)ethyl)quinazolin-2(1H)-one